N-[5-ethylsulfonyl-6-[8-(2,2,3,3,3-penta-fluoropropoxy)imidazo[1,5-a]pyrazin-3-yl]-3-pyridyl]-N-methyl-acetamide C(C)S(=O)(=O)C=1C=C(C=NC1C1=NC=C2N1C=CN=C2OCC(C(F)(F)F)(F)F)N(C(C)=O)C